FC(N1C=NC2=C1C=CC(=C2)OC2=C(C=C(C=C2)NC2=NC=NC1=C2N=C(N=C1)N1C[C@H](N(CC1)C(C=C)=O)C)C)F (R)-1-(4-(8-((4-((1-(difluoromethyl)-1H-benzo[d]imidazol-5-yl)oxy)-3-methylphenyl)amino)pyrimido[5,4-d]pyrimidin-2-yl)-2-methylpiperazin-1-yl)prop-2-en-1-one